1-(2-(2-(1H-tetrazol-5-yl)phenyl)-6-(benzyl(propyl)amino)pyridin-4-yl)-3-(6-methylpyridin-3-yl)urea N1N=NN=C1C1=C(C=CC=C1)C1=NC(=CC(=C1)NC(=O)NC=1C=NC(=CC1)C)N(CCC)CC1=CC=CC=C1